NC1=C(C=C(C2=CC=CC=C12)S(=O)(=O)[O-])N=NC1=CC=C(C=C1)C1=CC=C(C=C1)N=NC1=C(C2=CC=CC=C2C(=C1)S(=O)(=O)[O-])N 4-Amino-3-[4-[4-(1-amino-4-sulfonato-naphthalen-2-yl)diazenylphenyl]phenyl]diazenyl-naphthalen-1-sulfonat